3-(2-(4-(5-(difluoromethyl)-1,3,4-oxadiazol-2-yl)benzyl)-2H-tetrazol-5-yl)-N-(1-methylpiperidin-4-yl)benzamide FC(C1=NN=C(O1)C1=CC=C(CN2N=C(N=N2)C=2C=C(C(=O)NC3CCN(CC3)C)C=CC2)C=C1)F